[N+](=O)([O-])[O-].[Ru+3].[N+](=O)([O-])[O-].[N+](=O)([O-])[O-] Ruthenium nitrat